FC=1C=C2C(C=C(N(C2=CC1)C)C=O)=C=O 6-Fluoro-1-methyl-4-carbonyl-1,4-dihydroquinoline-2-carboxaldehyde